ClC1=CC=C(COC([C@H](C(C)C)[NH3+])=O)C=C1 (S)-1-((4-chlorobenzyl)oxy)-3-methyl-1-oxobutan-2-aminium